2,4,6-trimethylbenzoylphenylbenzoyldiphenylphosphine oxide CC1=C(C(=O)C=2C(=C(C=CC2)P(C2=CC=CC=C2)(C(C2=CC=CC=C2)=O)=O)C2=CC=CC=C2)C(=CC(=C1)C)C